tert-butyl N-[4-[[7-morpholino-3-(2H-tetrazol-5-yl)-1,6-naphthyridin-5-yl]oxy]cyclohexyl]carbamate hydrochloride Cl.O1CCN(CC1)C1=NC(=C2C=C(C=NC2=C1)C=1N=NNN1)OC1CCC(CC1)NC(OC(C)(C)C)=O